(S)-3-(4-(4-(((benzyloxy)carbonyl)amino)bicyclo[2.2.2]oct-1-yl)phenyl)-2-((R)-1-(tert-butoxycarbonyl)pyrrolidin-3-yl)propanoic acid C(C1=CC=CC=C1)OC(=O)NC12CCC(CC1)(CC2)C2=CC=C(C=C2)C[C@H](C(=O)O)[C@@H]2CN(CC2)C(=O)OC(C)(C)C